(±)-cis-tert-Butyl 7-[3-[[1-tert-butoxycarbonyl-4-methyl-pyrrolidin-3-yl]oxycarbonylamino]-8-chloro-7-fluoro-6-isoquinolyl]-8-methyl-2,3-dihydropyrido[2,3-b][1,4]oxazine-1-carboxylate C(C)(C)(C)OC(=O)N1C[C@H]([C@H](C1)C)OC(=O)NC=1N=CC2=C(C(=C(C=C2C1)C1=C(C2=C(OCCN2C(=O)OC(C)(C)C)N=C1)C)F)Cl |r|